ClC=1C=CC(=C(C(=O)OC)C1)NC(=O)[C@@H]1C(C1)(F)F methyl (R)-5-chloro-2-(2,2-difluorocyclopropane-1-carboxamido)benzoate